OC1(NC(C2=CC=CC=C12)=O)C1=CC=C(C=C1)OC 3-hydroxy-3-(4-methoxyphenyl)isoindoline-1-one